6-(cyclopropanecarboxamido)-4-((2-methoxy-3-(5-(pyrrolidine-1-carbonyl)pyrimidin-2-yl)phenyl)amino)-N-(methyl-d3)pyridazine-3-carboxamide C1(CC1)C(=O)NC1=CC(=C(N=N1)C(=O)NC([2H])([2H])[2H])NC1=C(C(=CC=C1)C1=NC=C(C=N1)C(=O)N1CCCC1)OC